6-(4-benzylpiperidine-1-carbonyl)thieno[2',3':4,5]benzo[1,2-c][1,2,5]thiadiazole-4,8-dione C(C1=CC=CC=C1)C1CCN(CC1)C(=O)C1=CC2=C(C(C=3C(=NSN3)C2=O)=O)S1